tert-butyl (4-(8-bromo-5-methylquinolin-2-yl)butyl)carbamate BrC=1C=CC(=C2C=CC(=NC12)CCCCNC(OC(C)(C)C)=O)C